2-[carboxymethyl-[3-[2-(8-chloro-4-oxo-chromen-2-yl)-5-(trifluoromethyl)phenoxy]propyl]amino]acetic acid C(=O)(O)CN(CC(=O)O)CCCOC1=C(C=CC(=C1)C(F)(F)F)C=1OC2=C(C=CC=C2C(C1)=O)Cl